3-hydroxy-4-oxo-4H-pyran OC1=COC=CC1=O